N-(4-((2-(1,1-difluoroethyl)-6-methoxypyrimidin-4-yl)amino)-5-methoxypyridin-2-yl)acetamide FC(C)(F)C1=NC(=CC(=N1)NC1=CC(=NC=C1OC)NC(C)=O)OC